SC(CCC)O sulfanyl-butanol